(2,3-dihydroxypropyl)-2,4-diiodo-1,3-benzenedicarboxamide OC(CC=1C(=C(C(=C(C1)C(=O)N)I)C(=O)N)I)CO